O1COC2=C1C=CC(=C2)N2C([C@H](CC2=O)SC2=C(C(=O)[O-])C=CC=C2)=O 2-[(3S)-1-(1,3-benzodioxol-5-yl)-2,5-dioxopyrrolidin-3-yl]sulfanyl-benzoate